triphenoxylanthanum O(C1=CC=CC=C1)[La](OC1=CC=CC=C1)OC1=CC=CC=C1